FC(COC=1C(=NC(=NC1OC)NS(=O)(=O)C1=CNC2=C(C(=CC=C12)F)C=1NC=CN1)OC)F N-[5-(2,2-difluoroethoxy)-4,6-dimethoxy-pyrimidin-2-yl]-6-fluoro-7-(1H-imidazol-2-yl)-1H-indole-3-sulfonamide